2-chloro-N-(5-cyclopropyl-1,3,4-oxadiazol-2-yl)-3-(isopropylsulfonyl)-4-(methylsulfonyl)benzamide ClC1=C(C(=O)NC=2OC(=NN2)C2CC2)C=CC(=C1S(=O)(=O)C(C)C)S(=O)(=O)C